methyl 2-fluoro-5-methoxy-4-(prop-2-ynylamino)benzoate FC1=C(C(=O)OC)C=C(C(=C1)NCC#C)OC